(S)-1-glycylpyrrolidine-2-carbonitrile HCl salt Cl.NCC(=O)N1[C@@H](CCC1)C#N